N-[4-[3-[4-(trifluoromethyl)phenyl]sulfanylpyrazin-2-yl]phenyl]prop-2-enamide FC(C1=CC=C(C=C1)SC=1C(=NC=CN1)C1=CC=C(C=C1)NC(C=C)=O)(F)F